3-[[4-(2,6-dimethylphenyl)-6-[(2R)-4,4-dimethyl-2-(pyrazolo[1,5-a]pyridin-5-ylmethylamino)pentoxy]pyrimidin-2-yl]sulfamoyl]benzoic acid CC1=C(C(=CC=C1)C)C1=NC(=NC(=C1)OC[C@@H](CC(C)(C)C)NCC1=CC=2N(C=C1)N=CC2)NS(=O)(=O)C=2C=C(C(=O)O)C=CC2